BrC1=C(C=C(C=C1)O)C1OCCO1 4-bromo-3-(1,3-dioxolan-2-yl)phenol